C[C@@H]1COC[C@@H](N1C1=NC(=NC=C1)NC1=CC(=C(C(=O)N([C@H]2CNCCC2)C2=NC=CC3=CC=CC(=C23)C)C=C1)F)C 4-((4-((3R,5S)-3,5-dimethylmorpholino)pyrimidin-2-yl)amino)-2-fluoro-N-(8-methylisoquinolin-1-yl)-N-((R)-piperidin-3-yl)benzamide